C=C(C)C1=NCCC2=CC=CC=C12 (prop-1-en-2-yl)-3,4-dihydroisoquinolin